N[C@@H]1CN(CC[C@H]1F)C1=NC2=C(N1CC(=O)N(C)CC)C=C(C(=C2)F)F 2-(2-((3R,4R)-3-Amino-4-fluoropiperidin-1-yl)-5,6-difluoro-1H-benzo[d]imidazol-1-yl)-N-ethyl-N-methylacetamid